N[C@H]1[C@@H](CC(NC1)=O)NC(OC(C)(C)C)=O tert-butyl ((trans)-5-amino-2-oxopiperidin-4-yl)carbamate